(1-(4-fluorophenyl)-1H-pyrazol-4-yl)methanone FC1=CC=C(C=C1)N1N=CC(=C1)C=O